CN(S(=O)(=O)C)C1=CC(=CC=C1)CNC1=NC(=NC=C1C(F)(F)F)NC1=CC=C(C=C1)C1CCNCC1 N-methyl-N-(3-(((2-((4-(piperidin-4-yl)phenyl)amino)-5-(trifluoromethyl)pyrimidin-4-yl)amino)methyl)phenyl)methanesulfonamide